2,4,6-tris(aminophenyl)benzene NC1=C(C=CC=C1)C1=CC(=CC(=C1)C1=C(C=CC=C1)N)C1=C(C=CC=C1)N